1,1'-azobis(1-cyclohexanenitrile) N(=NC1(CCCCC1)C#N)C1(CCCCC1)C#N